trans-N,N-dibenzyl-4-(difluoromethoxy)cyclohexan-1-amine C(C1=CC=CC=C1)N([C@@H]1CC[C@H](CC1)OC(F)F)CC1=CC=CC=C1